N-[4-[4-(3,5-dichlorophenyl)piperazin-1-yl]sulfonylphenyl]-2-[methyl(methyl-sulfonyl)amino]-5-vinyl-benzamide ClC=1C=C(C=C(C1)Cl)N1CCN(CC1)S(=O)(=O)C1=CC=C(C=C1)NC(C1=C(C=CC(=C1)C=C)N(S(=O)(=O)C)C)=O